(2-(5-(1-(3,5-dichloropyridin-4-yl)ethoxy)-1H-indazol-3-yl)-4,6-dihydropyrrolo[3,4-d]imidazol-5(1H)-yl)(morpholinyl)methanone ClC=1C=NC=C(C1C(C)OC=1C=C2C(=NNC2=CC1)C1=NC2=C(N1)CN(C2)C(=O)N2CCOCC2)Cl